5-(3-cyclopropylphenoxy)-3-isopropenyl-pyridazine-4-carboxylic acid methyl ester COC(=O)C1=C(N=NC=C1OC1=CC(=CC=C1)C1CC1)C(=C)C